ClC=1C=C(C=CC1)C[C@@H]1N(CC([C@@H]1NS(=O)(=O)CC)(F)F)C(=O)C1OCC1 N-[(2S,3R)-2-[(3-chlorophenyl)methyl]-4,4-difluoro-1-(oxetan-2-carbonyl)pyrrolidin-3-yl]ethanesulfonamide